CC1(CCCCC1)COC1=CC=C(CC2C(NC(S2)=O)=O)C=C1 5-[4-(1-methylcyclohexylmethoxy)benzyl]-thiazolidine-2,4-dione